methylsulfanyl-sulfonate CSS(=O)(=O)[O-]